[I-].C(CCCCCC)[N+]1=C(SC=C1C)C=C1SC=C(N1CCCCCCC)C 3-heptyl-2-[(3-heptyl-4-methyl-3H-thiazol-2-ylidene)methyl]-4-methylthiazolium iodide